NC/C(/CN1N=CN(C1=O)CC=1SC(=CC1)C=1C=NC(=CC1)CN1CCOCC1)=C\F 2-[(2E)-2-(aminomethyl)-3-fluoroprop-2-en-1-yl]-4-({5-[6-(morpholin-4-ylmethyl)pyridin-3-yl]thiophen-2-yl}methyl)-2,4-dihydro-3H-1,2,4-triazol-3-one